C(C)(=O)C=1NC=CC1 2-acetyl-pyrrole